2,3-dimethylcarbazole CC1=CC=2NC3=CC=CC=C3C2C=C1C